O=C1C=C(N=CN1CC(=O)O)C1=CC=CC=C1 2-(6-oxo-4-phenyl-pyrimidin-1-yl)acetic acid